3-(4-bromophenyl)-8-(2-hydroxyethyl)-1-(3-methoxybenzyl)-1,3,8-triazaspiro[4.5]Decan-2-one BrC1=CC=C(C=C1)N1C(N(C2(C1)CCN(CC2)CCO)CC2=CC(=CC=C2)OC)=O